2-(((R)-1-(benzyloxy)-3-fluoropropan-2-yl)oxy)tetrahydro-2H-pyran C(C1=CC=CC=C1)OC[C@H](CF)OC1OCCCC1